5-fluoro-N-(5-(4-(4-(2-fluoroacryloyl)piperazin-1-yl)quinazolin-6-yl)-2-methoxy-pyridin-3-yl)pyridine-2-sulfonamide FC=1C=CC(=NC1)S(=O)(=O)NC=1C(=NC=C(C1)C=1C=C2C(=NC=NC2=CC1)N1CCN(CC1)C(C(=C)F)=O)OC